2-(((6-(methacryloyloxy) hexyl) oxy) carbonyl)-1,4-phenylenebis(4-((8-hydroxyoctyl) oxy) benzoate) C(C(=C)C)(=O)OCCCCCCOC(=O)C1=C(C=CC(=C1)C1=C(C(=O)[O-])C=CC(=C1)OCCCCCCCCO)C1=C(C(=O)[O-])C=CC(=C1)OCCCCCCCCO